NC=1C=C(C#N)C=CC1N1CC(CCC1)O 3-amino-4-(3-hydroxypiperidin-1-yl)benzonitrile